1-ethynylnaphthalene C(#C)C1=CC=CC2=CC=CC=C12